(R)-4-benzyl-3-(3-cyclopropylpropionyl)oxazolidin-2-one C(C1=CC=CC=C1)[C@H]1N(C(OC1)=O)C(CCC1CC1)=O